2-hydrazino-N-methyl-7-nitroquinazolin-4-amine N(N)C1=NC2=CC(=CC=C2C(=N1)NC)[N+](=O)[O-]